(S)-3-((S)-sec-butyl)-8-chloro-5-phenyl-1,3-dihydro-2H-benzo[e][1,4]diazepin-2-one [C@H](C)(CC)[C@@H]1N=C(C2=C(NC1=O)C=C(C=C2)Cl)C2=CC=CC=C2